FC1=CC=C(C=C1)[C@@H]1N(CCC2=CC=CC=C12)C(=O)[C@H]1C[C@H]2[C@@H](OCCN2)CO1 ((S)-1-(4-fluorophenyl)-3,4-dihydroisoquinolin-2(1H)-yl)((4aR,7R,8aS)-octahydropyrano[3,4-b][1,4]oxazin-7-yl)methanone